C1(=C(C=CC=C1)CC(=O)O)CC(=O)O 1,2-Phenylenediacetic acid